NC1=C(C=C(CO)C=C1Cl)Cl 4-amino-3,5-dichlorobenzyl alcohol